BrC1=CC=CC(=N1)C(CO)(C)C 2-(6-Bromo-2-pyridyl)-2-methyl-propan-1-ol